(4-(2-aminoethyl)phenoxy)-4-chloro-2-ethylpyridazin-3(2H)-one hydrochloride Cl.NCCC1=CC=C(OC2=C(C(N(N=C2)CC)=O)Cl)C=C1